C1CCC12CC=C(CC2)OC(C2=CC=CC=C2)=O (spiro[3.5]non-6-en-7-yl)benzoate